dimethylketoxime CC(=NO)C